CC=1CC=CCC1 4-methyl-1,4-cyclohexadiene